1-(2-(trifluoromethoxy)ethyl)urea FC(OCCNC(=O)N)(F)F